C(C(=C)C)(=O)[O-] methacrylat